2-(2,6-dioxopiperidin-3-yl)-5-(4-(2-(piperazin-1-yl)ethyl)piperidin-1-yl)isoindoline-1,3-dione O=C1NC(CCC1N1C(C2=CC=C(C=C2C1=O)N1CCC(CC1)CCN1CCNCC1)=O)=O